5-[2-hydroxy-3-(2-isopropylphenylamino)propyl]-1,3,4-oxadiazol-2(3H)-one OC(CC1=NNC(O1)=O)CNC1=C(C=CC=C1)C(C)C